5-bromo-6-methoxy-isoindoline BrC=1C=C2CNCC2=CC1OC